2-Fluoro-5-[(5-fluoro-2,4-dioxo-3,4-dihydroquinazolin-1(2H)-yl)methyl]benzoic acid FC1=C(C(=O)O)C=C(C=C1)CN1C(NC(C2=C(C=CC=C12)F)=O)=O